C1(CC1)C(=O)N1CCN(CC1)C1CC2=C(N(N=C2CC1)C1=NC=CC=C1)O cyclopropyl-(4-(3-hydroxy-2-(pyridin-2-yl)-4,5,6,7-tetrahydro-2H-indazol-5-yl)piperazin-1-yl)methanone